Methyl (S)-2-(2,6-difluorobenzamido)-3-(5-(4,4,5,5-tetramethyl-1,3,2-dioxaborolan-2-yl)quinolin-8-yl)propanoate FC1=C(C(=O)N[C@H](C(=O)OC)CC=2C=CC(=C3C=CC=NC23)B2OC(C(O2)(C)C)(C)C)C(=CC=C1)F